ClC=1SC(=CN1)CCl 2-chloro-5-(chloromethyl)thiazole